COC1=CC=C(C=C1)C(OC[C@@H]1[C@H]([C@H]([C@@H](O1)N1C=2N=CNC(C2N=C1)=O)O)O[Si](C)(C)C(C)(C)C)(C1=CC=CC=C1)C1=CC=C(C=C1)OC 9-[(2R,3R,4S,5R)-5-{[bis(4-methoxyphenyl)(phenyl)methoxy]methyl}-4-{[tert-butyl(dimethyl)silyl]oxy}-3-hydroxytetrahydrofuran-2-yl]-1,9-dihydro-6H-purin-6-one